C1(=CC=CC=C1)C(C(=O)[O-])=O 2-phenyl-2-oxoacetate